C(CC(O)(C(=O)[O-])CC(=O)[O-])(=O)OCC(CCCCC)CCC 2-propylheptyl citrate